NC1=CC(=C(O[C@H]2[C@@H](CN(CC2)C(=O)OC(C)(C)C)F)C=C1C(=O)OC)OC1CC1 tert-butyl (3R,4R)-4-[4-amino-2-cyclopropoxy-5-(methoxycarbonyl) phenoxy]-3-fluoropiperidine-1-carboxylate